3-((2S)-3-(8-(5-chloro-2-cyanophenylsulfonyl)-1-oxa-8-azaspiro[4.5]decan-3-ylamino)-2-hydroxypropoxy)-N-methylbenzenesulfonamide ClC=1C=CC(=C(C1)S(=O)(=O)N1CCC2(CC(CO2)NC[C@@H](COC=2C=C(C=CC2)S(=O)(=O)NC)O)CC1)C#N